(S)-2-amino-4,4-dimethyl-N-(4-(3-(pyridin-4-yl)phenyl)thiazol-2-yl)pentanamide N[C@H](C(=O)NC=1SC=C(N1)C1=CC(=CC=C1)C1=CC=NC=C1)CC(C)(C)C